2,6-ditertiary butyl-p-cresol C(C)(C)(C)C1=CC(=CC(=C1O)C(C)(C)C)C